tetraethyl orthosilicate, lithium salt [Li].[Si](OCC)(OCC)(OCC)OCC